5-Methyloxy-N,N-Dimethyltryptamine COC1=CC=C2NC=C(CCN(C)C)C2=C1